4-[4-fluoro-1-(5-methylpyrimidin-2-yl)piperidine-4-carbonyl]-3,5-dihydro-2H-pyrido[3,4-f][1,4]oxazepine-9-carbonitrile FC1(CCN(CC1)C1=NC=C(C=N1)C)C(=O)N1CCOC2=C(C1)C=NC=C2C#N